ClC=1C=C2C(=CC(=C(C2=CC1)/N=C/N(C)C)C(=O)C=1C2=CN(N=C2C(=CC1)F)C1OCCCC1)C (E)-N'-[6-chloro-2-[7-fluoro-2-(oxan-2-yl)indazole-4-carbonyl]-4-methylnaphthalen-1-yl]-N,N-dimethylmethanimidamide